ClC=1C=NN(C1)C(CF)C 4-chloro-1-(1-fluoropropan-2-yl)-1H-pyrazole